3-hydroxy-decanol OC(CCO)CCCCCCC